C=1N=CN2C1C1=CC=CC=C1[C@H]2[C@H]2[C@@H](CNCC2)O (3S,4S)-4-((R)-5H-imidazo[5,1-a]isoindol-5-yl)piperidin-3-ol